C(N)(=O)C1=CC=C(C=C1)NC=1C=C(CNC(=O)C2=C3NC(=NC3=NC=N2)C2CCCC2)C=C(C1)F N-(3-((4-carbamoylphenyl)amino)-5-fluorobenzyl)-8-cyclopentyl-7H-purine-6-carboxamide